BrCCCC1=NN=C(S1)NC(C)=O N-[5-(3-bromopropyl)-1,3,4-thiadiazol-2-yl]acetamide